C[C@@]\\1([C@@H](/C/2=C/C3=C(C(=C(N3)CC4=C(C(=C(N4)/C=C\\5/[C@@]([C@@H](C(=N5)/C=C1\\[NH2+]2)CCC(=O)[O-])(C)CC(=O)[O-])CC(=O)[O-])CCC(=O)[O-])CCC(=O)[O-])CC(=O)[O-])CCC(=O)[O-])CC(=O)[O-] The molecule is heptaanionic form of precorrin-2. It has a role as a Saccharomyces cerevisiae metabolite. It is a conjugate base of a precorrin-2.